N-((1-oxa-6-azaspiro[3.3]heptan-6-yl)sulfonyl)-5-chloro-4-(cyclopentylmethoxy)-2-fluorobenzamide O1CCC12CN(C2)S(=O)(=O)NC(C2=C(C=C(C(=C2)Cl)OCC2CCCC2)F)=O